Fmoc-glycyl-tyrosine methyl ester COC([C@@H](NC(CNC(=O)OCC1C2=CC=CC=C2C2=CC=CC=C12)=O)CC1=CC=C(C=C1)O)=O